C1(CCCCC1)C=1SC2=C(N1)C=CC=C2 2-(cyclohexyl)benzo[d]thiazole